CC1=[N+](C=CC=C1)CCC 2-methyl-1-propylpyridinium